N-(2-(4-amino-2-butyl-1H-imidazo[4,5-c]quinolin-1-yl)ethyl)pyrazine-2-carboxamide NC1=NC=2C=CC=CC2C2=C1N=C(N2CCNC(=O)C2=NC=CN=C2)CCCC